sodium disulfite dihydrate O.O.S(=O)([O-])OS(=O)[O-].[Na+].[Na+]